O=[P] oxo-endo-phosphorus